5-(3-Fluorophenyl)-2-methyl-4-(trifluoromethyl)-5H-indeno[1,2-b]pyridine FC=1C=C(C=CC1)C1C2=CC=CC=C2C2=NC(=CC(=C21)C(F)(F)F)C